Cl.CC1([C@@H](CC1)N)C (1R)-2,2-dimethylcyclobutanamine hydrochloride